FC=1C(=C(C=CC1)C(=O)N1[C@@H]2[C@@H](C[C@H](C1)C2)N(C2=NC=C(N=C2)C(F)(F)F)C)C2=NC=CC=N2 (3-fluoro-2-(pyrimidin-2-yl)phenyl)((1S,4S,6R)-6-(methyl(5-(trifluoromethyl)pyrazin-2-yl)amino)-2-azabicyclo[2.2.1]heptan-2-yl)methanone